ClC=1C=2N(C=CC1C1=CC(=C(C=C1)OC=1C(=NC(=CC1)C)C)F)C(=NN2)CC(F)(F)F 8-chloro-7-[4-[(2,6-dimethyl-3-pyridinyl)oxy]-3-fluorophenyl]-3-(2,2,2-trifluoroethyl)-1,2,4-triazolo[4,3-a]pyridine